C(C)N(C1=CC2=C(C(=N1)CN(C(OC(C)(C)C)=O)C)CN(C2=O)C2=NC(=CC=C2)C2=NN=CN2C(C)C)CC tert-butyl {[6-(diethylamino)-1-oxo-2-{6-[4-(propan-2-yl)-4H-1,2,4-triazol-3-yl]pyridin-2-yl}-2,3-dihydro-1H-pyrrolo[3,4-c]pyridin-4-yl]methyl}methylcarbamate